[3-(3-chloro-2-piperazin-1-yl-6-quinolinyl)imidazol-4-yl]methylamine dihydrochloride Cl.Cl.ClC=1C(=NC2=CC=C(C=C2C1)N1C=NC=C1CN)N1CCNCC1